C=C1OCOC1 4-methylene-1,3-dioxolan